3-AZA-BICYCLO[3.2.1]OCTANE C12CNCC(CC1)C2